C(#N)C(C(=O)OCCCCCCCC)=C 1-octyl 2-cyanoacrylate